5-([1,1'-biphenyl]-4-ylcarbamoyl)thiophene-2-carboxylic acid C1(=CC=C(C=C1)NC(=O)C1=CC=C(S1)C(=O)O)C1=CC=CC=C1